2-{3-[(3S,4R)-4-Amino-3-methylpiperidin-1-carbonyl]-5,6-dihydrocyclopenta[c]pyrazol-1(4H)-yl}-1-[4-(2,3-dimethylphenyl)piperazin-1-yl]ethan-1-on N[C@H]1[C@H](CN(CC1)C(=O)C=1C2=C(N(N1)CC(=O)N1CCN(CC1)C1=C(C(=CC=C1)C)C)CCC2)C